(E)-1'-(but-2-en-1-yl)-6'-fluoro-N-(4-fluorobenzyl)-4'-oxo-3',4'-dihydro-1'h-spiro[piperidine-4,2'-quinoline]-1-carboxamide C(\C=C\C)N1C2(CC(C3=CC(=CC=C13)F)=O)CCN(CC2)C(=O)NCC2=CC=C(C=C2)F